N-methoxy-N-methylpyridineamide CON(C(=O)C1=NC=CC=C1)C